CC(C(C)CC1CCNCC1)(C)C trimethyl-2-(4-piperidylmethyl)propane